Cl.NC1CC(C1)(C(=O)OC)F methyl 3-amino-1-fluoro-cyclobutanecarboxylate hydrochloride